3-(3,4-Dimethoxyphenyl)-1-(4-hydroxyphenyl)prop-2-en-1-one COC=1C=C(C=CC1OC)C=CC(=O)C1=CC=C(C=C1)O